N-(cyclopropylmethyl)-5-nitronicotinamide C1(CC1)CNC(C1=CN=CC(=C1)[N+](=O)[O-])=O